OC1CN(C1)CC1=C2C[C@H](OC3=C(SC(C(N1)=O)=C32)C=3C=NNC3)C (R)-6-((3-hydroxyazetidin-1-yl)methyl)-4-methyl-2-(1H-pyrazol-4-yl)-5,7-dihydro-3-oxa-1-thia-7-azaacenaphthylen-8(4H)-one